P(O)(O)(O)=O.C1(=CC=CC=C1)OCC=C allyl phenyl ether phosphoric acid salt